CC1=CC=C(O1)CCC(CC)=O 1-(5-methylfuranyl)-3-pentanone